(2R)-2-({[(9H-fluoren-9-yl)methoxy]carbonyl}amino)-3-(pyrrolidine-1-sulfonyl)propanoic acid C1=CC=CC=2C3=CC=CC=C3C(C12)COC(=O)N[C@H](C(=O)O)CS(=O)(=O)N1CCCC1